3-methyl-4-((1-(2-(1-methyl-1H-pyrazol-4-yl)quinolin-4-yl)cyclopropyl)carbamoyl)benzoic acid CC=1C=C(C(=O)O)C=CC1C(NC1(CC1)C1=CC(=NC2=CC=CC=C12)C=1C=NN(C1)C)=O